C(C)(=O)NC1=C(C=CC=C1)[Pd-2](Cl)=C1N(C=C2N1C(=CC=C2)C2=C(C=C(C=C2C(C)C)C(C)C)C(C)C)C2=C(C=C(C=C2C(C2=CC=CC=C2)C2=CC=CC=C2)C)C(C2=CC=CC=C2)C2=CC=CC=C2 2-acetamido-phenyl-[2-(2,6-dibenzhydryl-4-methylphenyl)-5-(2,4,6-triisopropylphenyl)imidazo[1,5-a]pyridin-3-ylidene]chloropalladium(II)